N-((2-(diethoxymethyl)-1H-indol-6-yl)methyl)-4-oxo-4H-pyrido[1,2-a]pyrimidine-2-carboxamide C(C)OC(C=1NC2=CC(=CC=C2C1)CNC(=O)C=1N=C2N(C(C1)=O)C=CC=C2)OCC